FC1=C(N)C=C(C(=C1)F)OC1=NC=C(C=C1)C(F)(F)F 2,4-Difluoro-5-((5-(trifluoromethyl)pyridin-2-yl)oxy)aniline